C(C)(=O)C1=CN=C(S1)C=1C(=C2C(=NC1)NC=C2)NC2CC(C2)NS(=O)(=O)C2=NC=CC(=C2)C#N N-((1r,3r)-3-((5-(5-acetylthiazol-2-yl)-1H-pyrrolo[2,3-b]pyridin-4-yl)amino)cyclobutyl)-4-cyanopyridine-2-sulfonamide